CC=1C=C(C(=NC1)C(=O)N1[C@@H]2[C@@H](C[C@H](C1)C2)NC2=NC=C(N=C2)C(F)(F)F)C2=NC=CC=C2 (5'-methyl-[2,3'-bipyridine]-2'-yl)((1S,4S,6R)-6-((5-(trifluoromethyl)pyrazin-2-yl)amino)-2-azabicyclo[2.2.1]hept-2-yl)methanone